(7-methoxy-4-(1-methyl-3-phenyl-1H-pyrazol-4-yl)quinazolin-6-yl)propanamide COC1=C(C=C2C(=NC=NC2=C1)C=1C(=NN(C1)C)C1=CC=CC=C1)C(C(=O)N)C